C(C)OC(=O)N(NC(=O)OCC)C1=CC(=C(C(=C1)C)O)C 1-(4-hydroxy-3,5-dimethylphenyl)hydrazine-1,2-dicarboxylic acid diethyl ester